N-(2-pyridinyl)quinoline-8-carboxamide N1=C(C=CC=C1)NC(=O)C=1C=CC=C2C=CC=NC12